O[C@@H]1C[C@@]2(C(C=C3[C@@H]4CC[C@H]([C@@H](CCCC(C)C)C)[C@]4(CC[C@@H]3[C@]2(CC1)C)C)=O)O 3β,5α-dihydroxycholest-7-en-6-one